(2Z)-1,1,1,4,4,4-Hexafluoro-2-butene FC(\C=C/C(F)(F)F)(F)F